methyl 6-(chloromethyl)-quinoline-4-carboxylate ClCC=1C=C2C(=CC=NC2=CC1)C(=O)OC